2,6-dichloro-N-(p-hydroxyphenyl)p-benzoquinone imine sodium salt [Na].ClC=1C(C(=CC(C1)=O)Cl)=NC1=CC=C(C=C1)O